ClC=1C=C(C=C(C1OC[C@@H](CCl)O)Cl)C(C)(C)C1=CC=C(OC[C@@H](CN(C(C)=O)S(=O)(=O)C)O)C=C1 N-((R)-3-(4-(2-(3,5-dichloro-4-((S)-3-chloro-2-hydroxypropoxy)phenyl)propan-2-yl)phenoxy)-2-hydroxypropyl)-N-(methylsulfonyl)acetamide